cis-5-hydroxypiperidine OC1CCCNC1